FC1=C(C=C(C=C1)N1C(=C(C2=C1C=C1C=NN(C1=C2)C(C(C)(C)C)=O)I)C2COCCC2)OC 1-[5-(4-fluoro-3-methoxy-phenyl)-7-iodo-6-tetrahydropyran-3-yl-pyrrolo[2,3-f]indazol-1-yl]-2,2-dimethyl-propan-1-one